FC1=C2C(=CN=C1N1CCN(CC1)C1COCCC1)NC(=C2C(C)C)C=2C=C(C=1N(C2)N=CN1)OC 6-(4-fluoro-3-isopropyl-5-(4-(tetrahydro-2H-pyran-3-yl)piperazin-1-yl)-1H-pyrrolo[2,3-c]pyridin-2-yl)-8-methoxy-[1,2,4]triazolo[1,5-a]pyridine